C1(=CC=CC=C1)C#CC 1-phenyl-1-propyne